C(C)(C)(C)C1N(CC12CC(C2)C(NC2(CC2)C(F)(F)F)=O)C(=O)O[C@@H](C)C=2SC=CN2 (S)-1-(thiazol-2-yl)ethan-1-ol Tert-butyl-6-[[1-(trifluoromethyl)cyclopropyl]carbamoyl]-2-azaspiro[3.3]heptane-2-carboxylate